tellureTe [Te]1CC=C1